N1(CCCC1)CCNC1=NC=C(C(=O)N)C(=C1)C(F)(F)F 6-((2-(pyrrolidin-1-yl)ethyl)amino)-4-(trifluoromethyl)nicotinamide